FC1=C(OC2=CC(=NC=C2)NC(=O)C2CC2)C=CC(=C1)[N+](=O)[O-] N-[4-(2-fluoro-4-nitrophenoxy)pyridin-2-yl]Cyclopropyl-carboxamide